Cl.C1CC12NCCN(C2)CCOC2=C(C=C(C=C2)N2C(N(C(C2(C)C)=O)C2=CC(=C(C#N)C=C2)C(F)(F)F)=S)CC 4-(3-(4-(2-(4,7-Diazaspiro[2.5]oct-7-yl)ethoxy)-3-ethylphenyl)-4,4-dimethyl-5-oxo-2-thioxoimidazolidin-1-yl)-2-(trifluoromethyl)benzonitrile hydrochloride